7-benzyl-4-(4-methylbenzyl)-6,7,8,9-tetrahydroimidazo[1,2-a]pyrido[3,4-e]pyrimidine-5(4H)-one C(C1=CC=CC=C1)N1CC=2C(N(C=3N(C2CC1)C=CN3)CC3=CC=C(C=C3)C)=O